3-[[(1S,2R,4aR,8aR)-1,2,4a-Trimethyl-5-methyliden-3,4,6,7,8,8a-hexahydro-2H-naphthalen-1-yl]methyl]-5-ethoxy-2-hydroxycyclohexa-2,5-dien-1,4-dion C[C@@]1([C@@H](CC[C@]2(C(CCC[C@H]12)=C)C)C)CC1=C(C(C=C(C1=O)OCC)=O)O